FC1=C(C(=CC=C1)F)C1=NC=2C(=NNC2C=2C=C(N=CC2N1)N1CCOCC1)C 4-[8-(2,6-difluorophenyl)-5-methyl-3,4,7,9,12-pentazatricyclo[8.4.0.02,6]tetradeca-1(10),2(6),4,7,11,13-hexaen-13-yl]morpholine